NC1=NC=C(C2=C1C(=NN2C)C2=CC(=C(C=C2)NS(=O)(=O)CC)F)C=2C=NN(C2)C2CCNCC2 N-(4-{4-amino-1-methyl-7-[1-(piperidin-4-yl)-1H-pyrazol-4-yl]-1H-pyrazolo[4,3-c]pyridin-3-yl}-2-fluorophenyl)ethane-1-sulfonamide